2,3,5-trimethyl-pyridine nitrogen [N].CC1=NC=C(C=C1C)C